BrN1N=C(N=C1C)C 2-bromo-dimethyl-[1,2,4]triazol